N(=[N+]=[N-])[C@H](C)C=1C=NC=CC1 3-[(1R)-1-azidoethyl]-pyridine